[Na+].C(C)(C)(C)C(CS(=O)(=O)[O-])CNC1CCCCC1 2-tert-butyl-3-(Cyclohexylamino)-1-propanesulfonate sodium